FC(S(=O)(=O)O[SiH](C(C)C)C(C)C)(F)F di-iso-propylsilyl trifluoromethanesulfonate